dihydroisoquinoline-8-carboxamide C1NC=CC2=CC=CC(=C12)C(=O)N